N=1N(N=CC1)C1=C(C=C(C=N1)NC(C1=C(C=C(C(=C1)F)C1=C(C=NC=C1)Cl)F)=O)C(F)(F)F N-(6-(2H-1,2,3-triazol-2-yl)-5-(trifluoromethyl)pyridin-3-yl)-4-(3-chloropyridin-4-yl)-2,5-difluorobenzamide